C[C@H]1[C@@H](C[C@H]([C@@H](O1)O[C@H](C)CCCCCCCCCCCCC(=O)O[C@H]2[C@@H]([C@H]([C@@H]([C@H](O2)CO)O)O)O)O)O The molecule is an ascarosyloxycarboxylic acid beta-D-glucopyranosyl ester resulting from the formal esterification of the carboxy group of ascr#26 with the anomeric hydroxy group of beta-D-glucopyranose. It is a metabolite of the nematode Caenorhabditis elegans. It has a role as a Caenorhabditis elegans metabolite. It is an (omega-1)-hydroxy fatty acid ascaroside and an ascarosyloxycarboxylic acid beta-D-glucopyranosyl ester. It derives from an ascr#26.